11-(4-chloro-2,6-dimethyl-phenyl)-12-hydroxy-1,4-dioxa-9-azadispiro[4.2.4.2]-tetradec-11-en-10-one ClC1=CC(=C(C(=C1)C)C=1C(NC2(CCC3(OCCO3)CC2)C1O)=O)C